2-((S)-(3-fluorophenyl)(hydroxy)methyl)-5-(4-methoxybenzyl)pyrrolidine-1-carboxylic acid tert-butyl ester C(C)(C)(C)OC(=O)N1C(CCC1CC1=CC=C(C=C1)OC)[C@@H](O)C1=CC(=CC=C1)F